COC1=C(C(=O)NCC2=C(C=CC=C2)OCC(F)(F)F)C=CC=N1 2-methoxy-N-(2-(2,2,2-trifluoroethoxy)benzyl)nicotinamide